Methyl (6-(2-fluoro-5-((4-oxo-3,4-dihydrophthalazin-1-yl)methyl)phenyl)-3H-imidazo[4,5-b]pyridin-2-yl)carbamate carbamate C(N)(O)=O.FC1=C(C=C(C=C1)CC1=NNC(C2=CC=CC=C12)=O)C=1C=C2C(=NC1)NC(=N2)NC(OC)=O